(3-(4-hydroxy-3,5-di-tert-butylphenyl)propionyloxymethyl)methane OC1=C(C=C(C=C1C(C)(C)C)CCC(=O)OCC)C(C)(C)C